(6S)-3-[(4S)-4-cyano-2-oxo-pyrrolidin-1-yl]-6-methyl-N-(3,4,5-trifluorophenyl)-6,7-dihydro-4H-pyrazolo[1,5-a]pyrazine-5-carboxamide C(#N)[C@H]1CC(N(C1)C=1C=NN2C1CN([C@H](C2)C)C(=O)NC2=CC(=C(C(=C2)F)F)F)=O